C1N(CC12CCNCC2)C(=O)OCCCC butyl 2,7-diazaspiro[3.5]nonane-2-carboxylate